{1-{1-[5-Chloro-2-(trifluoromethyl)isonicotinoyl]piperidin-4-yl}-3-[4-(7H-pyrrolo[2,3-d]pyrimidin-4-yl)-1H-pyrazol-1-yl]azetidin-3-yl}acetonitrile ClC1=CN=C(C=C1C(=O)N1CCC(CC1)N1CC(C1)(N1N=CC(=C1)C=1C2=C(N=CN1)NC=C2)CC#N)C(F)(F)F